4-(5-((1R,3r,5S)-3-((5-cyclopropyl-3-(2,6-dichlorophenyl)isoxazol-4-yl)methoxy)-8-azabicyclo[3.2.1]octan-8-yl)1,3,4-oxadiazol-2-yl)benzoic acid C1(CC1)C1=C(C(=NO1)C1=C(C=CC=C1Cl)Cl)COC1C[C@H]2CC[C@@H](C1)N2C2=NN=C(O2)C2=CC=C(C(=O)O)C=C2